C(C)(C)(C)OC(=O)N1CC(N(CC1)C=1C2=C(N(C(N1)=O)C1=C(C=C(C(=O)O)C=C1)C)N=C(C(=C2)F)C2=C(C=CC=C2)F)C 4-(4-(4-(tert-butoxycarbonyl)-2-methylpiperazin-1-yl)-6-Fluoro-7-(2-fluorophenyl)-2-oxopyrido[2,3-d]pyrimidin-1(2H)-yl)-3-methylbenzoic acid